1-(((3S)-1-((3-(4-chlorobenzoylmethyl)-1-azetidinyl)sulfonyl)-3-piperidinyl)carbonyl)-N-(4-(trifluoromethyl)benzyl)-D-prolinamide ClC1=CC=C(C(=O)CC2CN(C2)S(=O)(=O)N2C[C@H](CCC2)C(=O)N2[C@H](CCC2)C(=O)NCC2=CC=C(C=C2)C(F)(F)F)C=C1